(3R)-3-{[7-bromo-2-(1-methyl-1H-pyrazol-4-yl)[1,2,4]triazolo[1,5-c]quinazolin-5-yl]amino}azepin-2-one 3beta-hydroxycholanate O[C@@H]1CC2CC[C@H]3[C@@H]4CC[C@H]([C@@H](CCC(=O)O)C)[C@]4(CC[C@@H]3[C@]2(CC1)C)C.BrC1=CC=CC=2C=3N(C(=NC12)NC=1C(N=CC=CC1)=O)N=C(N3)C=3C=NN(C3)C